C(CC(C)C)N1CCC2(OC3(CC3)C(N(C2)CCC)=O)CC1 8-Isopentyl-12-propyl-4-oxa-8,12-diazadispiro[2.1.5.3]tridecan-13-on